C(C)[C@@H]1N(C[C@H](N(C1)C(C)C1=NC(=C(C=C1)C)COC)CC)C=1C=2C(N(C(C1)=O)C)=CN(N2)CC#N 2-(7-((2S,5R)-2,5-diethyl-4-(1-(6-(methoxymethyl)-5-methylpyridin-2-yl)ethyl)piperazin-1-yl)-4-methyl-5-oxo-4,5-dihydro-2H-pyrazolo[4,3-b]pyridin-2-yl)acetonitrile